2'-Deoxy-5-Fluorouridine FC=1C(NC(N([C@H]2C[C@H](O)[C@@H](CO)O2)C1)=O)=O